2,3-dichloro-4-pyridineboronic acid ClC1=NC=CC(=C1Cl)B(O)O